7-((2S,5R)-2,5-dimethyl-4-((S)-1-(3-methylquinoxalin-6-yl)ethyl)piperazin-1-yl)-4-methyl-2,4-dihydro-5H-pyrazolo[4,3-d]Pyrimidin-5-one C[C@@H]1N(C[C@H](N(C1)[C@@H](C)C=1C=C2N=C(C=NC2=CC1)C)C)C=1C=2C(N(C(N1)=O)C)=CNN2